C1=CC=CC=2C3=CC=CC=C3C(C12)COC(=O)N(C(C(=O)OC(C)(C)C)CC1=C(C=CC=C1)Cl)C tert-Butyl 2-((((9H-fluoren-9-yl)methoxy) carbonyl)(methyl)amino)-3-(2-chlorophenyl)propanoate